C12C(CC(C=C1)C2)C(=O)O exo-bicyclo[2.2.1]Heptane-5-ene-2-carboxylic acid